C(C1=CC=CC=C1)(=O)OC(CC)(CC(CC)OC(C1=CC=CC=C1)=O)CCCC 3-n-butyl-3,5-heptanediol dibenzoate